ClC=1C=C(C=2CCC(C2C1)O)S(=O)(=O)NC1=C(C(=C(C=C1)F)C=1C=C2C=NC(=NC2=C(C1)OC)NC1CCN(CC1)C)F 6-chloro-N-(2,4-difluoro-3-(8-methoxy-2-((1-methylpiperidin-4-yl)amino)quinazolin-6-yl)phenyl)-1-hydroxy-2,3-dihydro-1H-indene-4-sulfonamide